C12(CC3CC(CC(C1)C3)C2)C[C@@H](C(=O)N[C@@H](C(=O)N[C@H](C(=O)N[C@H](C(=O)N)CCCCN)CC2=CC=CC=C2)CCCNC(=N)N)N (2S)-2-((2S)-2-((2R)-2-((2S)-3-(adamantan-1-yl)-2-aminopropionamido)-5-guanidino-pentanamido)-3-phenylpropionamido)-6-aminocaproamide